5-chloro-2-({[1-(oxan-2-yl)ethyl]amino}methyl)-7,8-dihydro-6H-spiro[[1,3]oxazolo[5,4-f]quinazoline-9,1'-cyclohexane]-7-one ClC=1C=C2C(=C3C1NC(NC31CCCCC1)=O)OC(=N2)CNC(C)C2OCCCC2